FC1(CCN(CC1)C=1C=C(C=CC1C(=O)N1CCOCC1)NC=O)F N-[3-(4,4-difluoropiperidinyl)-4-(morpholin-4-ylcarbonyl)phenyl]Formamide